(E)-4-(5-bromo-2-((2-p-toluenesulfonylhydrazono)methyl)phenyl)piperazine-1-carboxylic acid tert-butyl ester C(C)(C)(C)OC(=O)N1CCN(CC1)C1=C(C=CC(=C1)Br)/C=N/NS(=O)(=O)C1=CC=C(C)C=C1